2-{4-[(4as,8as)-octahydro-1H-pyrido[3,4-b][1,4]oxazin-6-yl]-3-(3-fluoro-5-methylphenyl)quinolin-6-yl}-3-aminopyridine-4-carbonitrile N1[C@@H]2[C@@H](OCC1)CN(CC2)C2=C(C=NC1=CC=C(C=C21)C2=NC=CC(=C2N)C#N)C2=CC(=CC(=C2)C)F